(9Z)-9-Hexadecenal C(CCCCCCC\C=C/CCCCCC)=O